1-[[(5,6,7,8,9,10-Hexahydro-4H-cyclonona[b]thiophen-2-ylcarbonyl)amino]methyl]cyclobutanecarboxylic acid S1C2=C(C=C1C(=O)NCC1(CCC1)C(=O)O)CCCCCCC2